N-[4-(6-amino-5-chloro-pyrimidine-4-yl)oxy-3-fluoro-phenyl]-1-pyrimidin-4-yl-5-(trifluoromethyl)pyrazole-4-carboxamide NC1=C(C(=NC=N1)OC1=C(C=C(C=C1)NC(=O)C=1C=NN(C1C(F)(F)F)C1=NC=NC=C1)F)Cl